3-(1-methylpyrazole-4-oxy)-2-chloro-benzenethiol CN1N=CC(=C1)OC=1C(=C(C=CC1)S)Cl